1,1-dioxo-N-sec-butyl-1,2-benzothiazol-3-amine O=S1(N=C(C2=C1C=CC=C2)NC(C)CC)=O